5-{(7R)-7-[(2-cyclobutylethyl)amino]-1-fluoro-3-hydroxy-5,6,7,8-tetrahydronaphthalen-2-yl}-1λ6,2,5-thiadiazolidine-1,1,3-trione C1(CCC1)CCN[C@@H]1CCC=2C=C(C(=C(C2C1)F)N1CC(NS1(=O)=O)=O)O